5-((2-(4-(tert-Butyl)phenyl)pyridin-4-yl)methylene)-3-(2-morpholinoethyl)thiazolidine-2,4-dione C(C)(C)(C)C1=CC=C(C=C1)C1=NC=CC(=C1)C=C1C(N(C(S1)=O)CCN1CCOCC1)=O